(2R,3R)-2-(2,5-difluorophenyl)-3-((furan-2-ylmethyl)disulfanyl)-1-(1H-1,2,4-triazol-1-yl)butan-2-ol FC1=C(C=C(C=C1)F)[C@@](CN1N=CN=C1)([C@@H](C)SSCC=1OC=CC1)O